6-bromo-5-fluoro-7-Methylquinoline BrC=1C(=C2C=CC=NC2=CC1C)F